3-(3,4-dihydroxy-phenyl)-propanal OC=1C=C(C=CC1O)CCC=O